5-(3-(3,6-diazabicyclo[3.1.1]heptane-3-carbonyl)-1-(3,5-dichlorophenyl)-7-methoxy-4,5-dihydro-1H-benzo[g]indazol-8-yl)nicotinamide C12CN(CC(N1)C2)C(=O)C2=NN(C=1C3=C(CCC21)C=C(C(=C3)C=3C=NC=C(C(=O)N)C3)OC)C3=CC(=CC(=C3)Cl)Cl